6-chloro-N-(3,5-difluorophenyl)-1H-indole-3-sulfonamide ClC1=CC=C2C(=CNC2=C1)S(=O)(=O)NC1=CC(=CC(=C1)F)F